FC(CNC(=O)C=1C=NN2C1C=C(C=C2)C2=CNC=1N=C(N=CC12)N[C@@H]1CC[C@@H](CC1)OC(F)(F)F)(C)C N-(2-fluoro-2-methylpropyl)-5-(2-((cis-4-(trifluoromethoxy)cyclohexyl)amino)-7H-pyrrolo[2,3-d]pyrimidin-5-yl)pyrazolo[1,5-a]pyridine-3-carboxamide